Methyl 3-(7-fluoro-2,3-dimethyl-1,1-dioxido-5-phenyl-2,3,4,5-tetrahydrobenzo[f][1,2,5]thiadiazepin-8-yl)benzoate FC=1C(=CC2=C(N(CC(N(S2(=O)=O)C)C)C2=CC=CC=C2)C1)C=1C=C(C(=O)OC)C=CC1